2-((2S,4S)-4-(8-chloro-6-fluoro-4-(((S)-1-methylpyrrolidin-2-yl)methoxy)-7-phenyl-1H-[1,2,3]triazolo[4,5-c]quinolin-1-yl)piperidin-2-yl)acetonitrile ClC1=CC=2C3=C(C(=NC2C(=C1C1=CC=CC=C1)F)OC[C@H]1N(CCC1)C)N=NN3[C@@H]3C[C@H](NCC3)CC#N